NC1(CCN(CC1)CC(=O)O)C(=O)O 4-amino-1-(carboxymethyl)piperidine-4-carboxylic acid